2-(4-[[(tert-butyldimethylsilyl)oxy]methyl]-1,3-thiazol-2-yl)propan-2-ol [Si](C)(C)(C(C)(C)C)OCC=1N=C(SC1)C(C)(C)O